1,1-bis(4-methoxybenzyl)urea COC1=CC=C(CN(C(=O)N)CC2=CC=C(C=C2)OC)C=C1